C1(CC1)NC1=NC=2N(C(C(=NC2C=N1)N1CC=2N(N=CC2C1)C)=O)C1=CC=C(C=C1)OC(F)F 2-(cyclopropylamino)-8-(4-(difluoromethoxy)Phenyl)-6-(1-methyl-4,6-dihydropyrrolo[3,4-c]pyrazol-5(1H)-yl)pteridine-7(8H)-one